C(C)(C)(C)OC(CC1CNC(C=2N1N=C(C2)C2=CC=NC=C2)=O)=O.C2=CC=CC=1C3=CC=CC=C3N(C21)C2=C(N)C=CC=C2 2-(9H-carbazol-9-yl)aniline tert-butyl-2-[4-oxo-2-(pyridin-4-yl)-5H,6H,7H-pyrazolo[1,5-a]pyrazin-7-yl]acetate